ethyl 4-(N-ethylacetamido)-1-(tetrahydro-2H-pyran-2-yl)-1H-pyrazole-3-carboxylate C(C)N(C(C)=O)C=1C(=NN(C1)C1OCCCC1)C(=O)OCC